FC1(CC(C1)NC1=C(C=C(C=C1)C=1C(=NOC1C)C)NC(=O)[C@H]1NC(CCC1)=O)F (S)-N-(2-((3,3-difluorocyclobutyl)amino)-5-(3,5-dimethylisoxazol-4-yl)phenyl)-6-oxopiperidine-2-carboxamide